FC1CN(C1)C1=CC=C(C=C1)C1=CNC2=NC=C(C=C21)C=2C=CC1=C(CC[C@H](CC1)N1C3COCC1C3)C2 6-[(7S)-2-{3-[4-(3-fluoroazetidin-1-yl)phenyl]-1H-pyrrolo[2,3-b]pyridin-5-yl}-6,7,8,9-tetrahydro-5H-benzo[7]annulen-7-yl]-3-oxa-6-azabicyclo[3.1.1]heptane